ClC=1C(=NC=CC1)N1N=C(C=C1C(=O)O)OCC(F)F 2-(3-chloro-pyridin-2-yl)-5-(2,2-difluoro-ethoxy)-2H-pyrazole-3-carboxylic acid